C(CCCCCCC)SC1=NC(=NC(=N1)NC1=CC(C(C(=C1)C(C)(C)C)=O)C(C)(C)C)NC1=CC(C(C(=C1)C(C)(C)C)=O)C(C)(C)C 2-octylthio-4,6-bis-(3,5-di-t-butyl-4-oxoanilino)-1,3,5-triazine